2,6-diaminocyclohexane NC1CC(CCC1)N